FC1CC(N(C1)C(CC=1OC=C(N1)C(F)(F)F)=O)C(=O)NC(C1=CC=CC=C1)C1=NC(=C(C=C1)C(C)C)F 4-fluoro-N-{[6-fluoro-5-(propan-2-yl)pyridin-2-yl](phenyl)methyl}-1-{2-[4-(trifluoromethyl)-1,3-oxazol-2-yl]acetyl}pyrrolidine-2-carboxamide